4-(2,4-difluoro-3-methoxyphenyl)butanol FC1=C(C=CC(=C1OC)F)CCCCO